N-vinyl-acetoamide C(=C)NC(C)=O